FC=1C=C(C=CC1OC1=NC=CC(=N1)C)C1=C(N(C=2N=CN=C(C21)N)C)C2=CCC1(CCNCC1)CC2 5-(3-fluoro-4-((4-methylpyrimidin-2-yl)oxy)phenyl)-7-methyl-6-(3-azaspiro[5.5]undec-8-en-9-yl)-7H-pyrrolo[2,3-d]pyrimidin-4-amine